ClC1=CC(=NC(=C1)NC(C)C)C1(CC1)NC(C[C@](C)(O)C1=C(C=C(C=C1)F)F)=O (S)-N-(1-(4-chloro-6-(isopropylamino)pyridin-2-yl)cyclopropyl)-3-(2,4-difluorophenyl)-3-hydroxybutanamide